FC(C(=O)O)(F)F.C1(=CC=CC=C1)C1=CN=C(N1)C1=NC=CC(=C1)C=1C=NN(C1)CCC 2-(5-Phenyl-1H-imidazol-2-yl)-4-(1-propyl-1H-pyrazol-4-yl)pyridine trifluoroacetate salt